N(C(=N)N)C(CC(=O)O)C β-guanidinobutanoic acid